[C@H]12[C@@H](C[C@H](CC1)N2)NC(OC(C)(C)C)=O tert-Butyl ((1R,2R,4S)-7-azabicyclo[2.2.1]heptan-2-yl)carbamate